ethyl 2,4-dioxononanoate O=C(C(=O)OCC)CC(CCCCC)=O